C(C=C)(=O)OCCP(OCC)(OCC)=O diethyl [(acryloyloxy)ethyl]phosphonate